6-Chloro-3-((1-(4-chlorobenzoyl)-4-hydroxypiperidin-4-yl)methyl)-7-(4-((2S,3S)-2-methylmorpholin-3-yl)phenyl)-3,7-dihydro-4H-pyrrolo[2,3-d]pyrimidin-4-one ClC1=CC2=C(N=CN(C2=O)CC2(CCN(CC2)C(C2=CC=C(C=C2)Cl)=O)O)N1C1=CC=C(C=C1)[C@@H]1NCCO[C@H]1C